C1(=CC=CC=C1)C(C(=O)N1CC2=CC=C(C=C2C1)C1=C(C(=O)O)C=CC=C1)CC 2-(2-(2-Phenylbutanoyl)isoindolin-5-yl)benzoic acid